NC=1C=C(C=C2C=C(N=CC12)NC(=O)[C@H]1[C@H](C1)F)C=1C=NC=CC1CC (1S,2S)-N-(8-amino-6-(4-ethylpyridin-3-yl)isoquinolin-3-yl)-2-fluorocyclopropane-1-carboxamide